CN(C)\C=N\C=1C=2N(C3=CC(=C(C=C3N1)F)C(=O)Cl)C=NC2C (E)-4-(((dimethylamino)methylene)amino)-7-fluoro-3-methylimidazolo[1,5-a]quinoxalin-8-carbonyl chloride